NC([C@H](CCC(=O)OC(C)(C)C)N1C(C2=CC=C(C=C2C1)Br)=O)=O Tert-butyl (4S)-5-amino-4-(5-bromo-1-oxo-isoindolin-2-yl)-5-oxo-pentanoate